FC=1C(=NC=CC1)NC1=NN(C2=C1C=NC=C2)CC(F)(F)F 3-[(3-fluoro-2-pyridyl)amino]-1-(2,2,2-trifluoroethyl)pyrazolo[4,3-c]pyridin